C1(=CC=C(C=C1)C(CN)C)C(CN)C 2,2'-(1,4-phenylene)bis(propane-1-amine)